CC(=CC(C=CC)=O)CCC=C(C)C 6,10-dimethyl-2,5,9-undecatrien-4-one